6-(4-([1,1'-biphenyl]-4-yl(methoxy)methyl)-2,5-dimethylthiophene-3-carboxamido)spiro[3.3]heptane C1(=CC=C(C=C1)C(C=1C(=C(SC1C)C)C(=O)NC1CC2(CCC2)C1)OC)C1=CC=CC=C1